C(C)C1CC=C(CC1)B(O)O 4-ETHYLCYCLOHEXEN-1-YLBORONIC ACID